(4aR,8aS)-6-(4-(1-(4-Fluorophenyl)-1H-pyrazol-3-yl)piperidine-1-carbonyl)hexahydro-2H-pyrido[4,3-b][1,4]oxazin-3(4H)-one FC1=CC=C(C=C1)N1N=C(C=C1)C1CCN(CC1)C(=O)N1C[C@@H]2[C@@H](OCC(N2)=O)CC1